6-bromo-4-methoxy-2,3-dihydro-isoindol-1-one BrC1=CC(=C2CNC(C2=C1)=O)OC